(S)-5-methyl-N-(3-(1-((7-(pyridin-3-yl)-5H-pyrrolo[2,3-b]pyrazin-2-yl)amino)ethyl)phenyl)nicotinamide CC=1C=NC=C(C(=O)NC2=CC(=CC=C2)[C@H](C)NC=2N=C3C(=NC2)NC=C3C=3C=NC=CC3)C1